1-(1-(6-Fluoro-1-(pyridin-3-yl)-1H-indazol-3-yl)ethyl)-3-methyl-1H-pyrazolo[3,4-d]pyrimidin-4-amine FC1=CC=C2C(=NN(C2=C1)C=1C=NC=CC1)C(C)N1N=C(C=2C1=NC=NC2N)C